BrC(C1=NN=C2N1C=C(N=C2)C=2C=NC(=CC2)O[C@H](C(F)(F)F)C)(F)F (S)-3-(bromodifluoromethyl)-6-(6-((1,1,1-trifluoropropan-2-yl)oxy)pyridin-3-yl)-[1,2,4]triazolo[4,3-a]pyrazine